FC(CN1N=CC=2C1=NC(=CN2)N2CCC1(CC2)CCN(CC1)C=1C=NC(=CC1)C(F)(F)F)F 3-(1-(2,2-difluoroethyl)-1H-pyrazolo[3,4-b]pyrazin-6-yl)-9-(6-(trifluoromethyl)pyridin-3-yl)-3,9-diazaspiro[5.5]undecane